tert-butyl ((cis)-3-(5-chloro-2-cyanophenyl)cyclobutyl)carbamate ClC=1C=CC(=C(C1)[C@H]1C[C@H](C1)NC(OC(C)(C)C)=O)C#N